N-[(2S)-1-({(1S)-1-cyano-2-[(3S)-2-oxopyrrolidin-3-yl]ethyl}amino)-4,4-dimethyl-1-oxopentan-2-yl]-5,7-difluoro-4-methoxy-1H-indole-2-carboxamide C(#N)[C@H](C[C@H]1C(NCC1)=O)NC([C@H](CC(C)(C)C)NC(=O)C=1NC2=C(C=C(C(=C2C1)OC)F)F)=O